C(C=C)(=O)OCCCC1=CC=CC=C1 3-phenylpropyl acrylate